N-(8-amino-2,7-naphthyridin-4-yl)-2-oxo-2-[(2R,5S)-5-methyl-2-[2-(1-methyl-4-piperidyl)indazol-5-yl]-1-piperidyl]acetamide NC=1N=CC=C2C(=CN=CC12)NC(C(N1[C@H](CC[C@@H](C1)C)C1=CC2=CN(N=C2C=C1)C1CCN(CC1)C)=O)=O